(1S,2S)-2-(1H-benzo[d]imidazol-2-yl)-N-((R)-1-((4-fluoro-3-(trifluoromethyl)phenyl)amino)-3-methoxy-1-oxopropan-2-yl)cyclopropane-1-carboxamide N1C(=NC2=C1C=CC=C2)[C@@H]2[C@H](C2)C(=O)N[C@@H](C(=O)NC2=CC(=C(C=C2)F)C(F)(F)F)COC